ClC1=C(C=C(OCC(=O)N[C@@H]2CC[C@H](NC2)C(=O)NC2=CC=C(C=C2)Cl)C=C1)F (2S,5R)-5-[2-(4-chloro-3-fluoro-phenoxy)acetamido]-N-(4-chloro-phenyl)piperidine-2-carboxamide